Glyceryl MonoOleate C(CCCCCCC\C=C/CCCCCCCC)(=O)OCC(O)CO